C1(CC1)NC1(CCCC1)C#N 1-(cyclopropylamino)cyclopentane-1-carbonitrile